5'-(benzo[d]oxazol-2-yl)-4,4''-bis(3-methyl-9H-carbazol-9-yl)-4',6'-bis(4-(3-methyl-9H-carbazol-9-yl)phenyl)-[1,1':2',1''-terphenyl]-3'-carbonitrile O1C(=NC2=C1C=CC=C2)C=2C(=C(C(=C(C2C2=CC=C(C=C2)N2C1=CC=CC=C1C=1C=C(C=CC21)C)C2=CC=C(C=C2)N2C1=CC=CC=C1C=1C=C(C=CC21)C)C2=CC=C(C=C2)N2C1=CC=CC=C1C=1C=C(C=CC21)C)C#N)C2=CC=C(C=C2)N2C1=CC=CC=C1C=1C=C(C=CC21)C